7-(4-fluorobenzyl)-1-(3-hydroxypropyl)-8-(3-methoxyphenyl)-3-methyl-1H-purine-2,6(3H,7H)-dione FC1=CC=C(CN2C(=NC=3N(C(N(C(C23)=O)CCCO)=O)C)C2=CC(=CC=C2)OC)C=C1